C(C)OC(\C=C\C(NC=1SC(=C(N1)C)C1=CC=CC=C1)=O)=O (E)-3-(4-Methyl-5-phenyl-thiazol-2-ylcarbamoyl)-acrylic acid ethyl ester